CC1=CC=C(C=NCCOC(C)O)C=C1 (2-((4-methylbenzylidene)amino)ethoxy)ethane-1-Ol